N[C@@H](CCC(=O)N)C(NS(=O)(=O)C)=O (4S)-4-amino-4-(methanesulfonylcarbamoyl)butanamide